FC1=C(C=CC=C1)C=1N(C2=C(C=NC(=C2)C=2OC=C(N2)C)N1)[C@H]1[C@@H]([C@H](CCC1)NC(OC(C)(C)C)=O)O tert-butyl ((1S,2R,3R)-3-(2-(2-fluorophenyl)-6-(4-methyloxazol-2-yl)-1H-imidazo[4,5-c]pyridin-1-yl)-2-hydroxycyclohexyl)carbamate